1,5-diazabicyclo-(5.4.0)undecene N12C=CCNCC2CCCC1